1-(4-(6-((5-fluoro-4-(4-fluoro-1-isopropyl-2-methyl-1H-benzo[d]imidazol-6-yl)pyrimidin-2-yl)amino)pyridin-3-yl)piperazin-1-yl)hex-5-yn-1-one FC=1C(=NC(=NC1)NC1=CC=C(C=N1)N1CCN(CC1)C(CCCC#C)=O)C=1C=C(C2=C(N(C(=N2)C)C(C)C)C1)F